CC/C=C/C=C/C=O The molecule is a heptadienal in which the two double bonds are located at positions 2 and 4 (the E,E-geoisomer). It has a role as a flavouring agent.